C(C=C)OCC allyl-ethylether